FC1=CC=C(C=C1)C=1C(NC=CC1)=O (4-fluorophenyl)-2-oxo-pyridine